2-((1-cyclopropyl-1H-pyrazol-3-yl)methyl)-6-(phenylsulfonyl)phthalazin-1(2H)-one C1(CC1)N1N=C(C=C1)CN1C(C2=CC=C(C=C2C=N1)S(=O)(=O)C1=CC=CC=C1)=O